(Z)-1-(2-fluoro-4-(1-(4-(trifluoromethoxy)phenyl)-1H-1,2,4-triazol-3-yl)phenyl)-3-(3-(5-methyl-2-propoxyphenyl)-4-oxothiazolidin-2-ylidene)urea FC1=C(C=CC(=C1)C1=NN(C=N1)C1=CC=C(C=C1)OC(F)(F)F)NC(=O)\N=C\1/SCC(N1C1=C(C=CC(=C1)C)OCCC)=O